3,6-diphenyl-thioxanthone C1(=CC=CC=C1)C=1C=CC=2C(C3=CC=C(C=C3SC2C1)C1=CC=CC=C1)=O